FC1(C(N=C(C2=CC=CC=C12)C=1C=NC2=CC=CC=C2C1)(C)C)F 3-(4,4-difluoro-3,4-dihydro-3,3-dimethyl-1-isoquinolyl)Quinoline